BrC1=C(C=CC=C1)N1CCN(CC1)C(CC1=C(NC2=CC=C(C=C12)Cl)C(=O)O)=O 3-(2-(4-(2-bromophenyl)piperazin-1-yl)-2-oxoethyl)-5-chloro-1H-indole-2-carboxylic acid